4-((3R)-3-(1-isopropyl-3-(6-(trifluoromethyl)pyridin-3-yl)-1H-1,2,4-triazol-5-yl)cyclopentyl)-1,4-oxaazepane C(C)(C)N1N=C(N=C1[C@H]1CC(CC1)N1CCOCCC1)C=1C=NC(=CC1)C(F)(F)F